BrC1=C2CCN([C@@H](C2=C(C=C1)OCC1=NN=CN1C)CN1C(C2=CC=CC=C2C1)=O)C(=O)[C@H]1[C@H](CCCC1)C(=O)O (1S,2R)-2-((S)-5-bromo-8-((4-methyl-4H-1,2,4-triazol-3-yl)methoxy)-1-((1-oxoisoindolin-2-yl)methyl)-1,2,3,4-tetrahydroisoquinoline-2-carbonyl)cyclohexane-1-carboxylic acid